C(CCC)OC(NS(=O)(=O)C1=C(C=C(C=C1)CCC)C1=CC=C(C=C1)CN1C(=NC=C1)C(C)(C)O)=O ((4'-((2-(2-hydroxyprop-2-yl)-1H-imidazol-1-yl)methyl)-5-propyl-[1,1'-biphenyl]-2-yl)sulfonyl)carbamic acid butyl ester